Tryptophan nitrogen [N].N[C@@H](CC1=CNC2=CC=CC=C12)C(=O)O